OC1=CC=C(C=C1)CC=NO 2-(4-hydroxyphenyl)-acetaldoxime